ClC=1C=C(C=CC1OCC1=NC(=CC=C1)Cl)NC1=NC=C(C(=N1)C=1C=C(C2=C(N(C(=N2)C)C(C)C)C1)F)F N-(3-chloro-4-((6-chloropyridin-2-yl)methoxy)phenyl)-4-(4-fluoro-1-isopropyl-2-methyl-1H-benzimidazol-6-yl)-5-fluoropyrimidin-2-amine